2-(3,6-dichloropyridazin-4-yl)ethan-1-ol ClC=1N=NC(=CC1CCO)Cl